COC1=CC=C(C=C1)C(O[C@H]1[C@H]([C@@H]2CC(C[C@H]1N2C)NC(CCC(=O)O)=O)OC(C)=O)(C2=CC=CC=C2)C2=CC=C(C=C2)OC |o1:10,11,12,16| N-[(rel-(1R,3-endo,5S,6S,7R)-7-(bis(4-methoxyphenyl)(phenyl)methoxy)-6-acetoxy-8-methyl-8-azabicyclo[3.2.1]octane-3-yl)]succinamic acid